(E)-3,7,11-Trimethyldodeca-6,10-dien-1-yl-2-phenylacetat CC(CCOC(CC1=CC=CC=C1)=O)CC\C=C(\CCC=C(C)C)/C